ClC1=C(C=CC=C1Cl)N(C(C(=O)OC)C(=O)OC)C1=C(C(=CC=C1)Cl)Cl Dimethyl 2-(bis(2,3-dichlorophenyl)amino)malonate